FC=1C=C2C(NN=C(C2=CC1F)C(C)N(C(=O)C=1NC2=CC=C(C(=C2C1)F)F)C)=O N-(1-(6,7-difluoro-4-oxo-3,4-dihydrophthalazin-1-yl)ethyl)-4,5-difluoro-N-methyl-1H-indole-2-carboxamide